C(CCC)C1(N(S(C2=C(N(C1)C1=CC=CC=C1)C=C(C(=C2)O)SC)(=O)=O)CC2=CC=C(C=C2)OC)CCCC 3,3-dibutyl-8-hydroxy-2-(4-methoxybenzyl)-7-(methyl-thio)-5-phenyl-2,3,4,5-tetrahydrobenzo[f][1,2,5]thiadiazepine 1,1-dioxide